C(CCCCCCCCC\C=C\CC)CC(=O)[O-] (E)-11-tetradecen-1-ylacetate